Propane-2-sulfonic acid (3-{6-amino-8-[6-(1H-pyrazol-3-yl)-benzo[1,3]dioxol-5-ylsulfanyl]-purin-9-yl}-propyl)-amide NC1=C2N=C(N(C2=NC=N1)CCCNS(=O)(=O)C(C)C)SC1=CC2=C(OCO2)C=C1C1=NNC=C1